thienylpyrrolopyrroledione S1C(=CC=C1)C=1N=C2C(C1)=NC(C2=O)=O